C(CC)(=O)[O-].C(C1=CC=CC=C1)[N+](C)(C)CC(C)O benzyl-(2-hydroxypropyl)-dimethylammonium propionate